O1COC=2C1=C1CN(CC1=CC2)C=2OC1=C(C=C(C=C1C(C2)=O)C)C(C)NC2=C(C(=O)O)C=CC=C2 2-[1-[2-(6,8-Dihydro-[1,3]dioxolo[4,5-e]isoindol-7-yl)-6-methyl-4-oxo-chromen-8-yl]ethylamino]benzoic acid